tetradecyldi-n-propyl-(3-trimethoxysilylpropyl)ammonium chloride [Cl-].C(CCCCCCCCCCCCC)[N+](CCC[Si](OC)(OC)OC)(CCC)CCC